S-ethyl 2-(diethoxyphosphoryl)ethanethioate C(C)OP(=O)(OCC)CC(SCC)=O